N-(2-amino-2-methylpropyl)-6-(6-cyano-1H-indol-2-yl)pyrazine-2-carboxamide NC(CNC(=O)C1=NC(=CN=C1)C=1NC2=CC(=CC=C2C1)C#N)(C)C